FC1=CC(=CC2=C1C=C(O2)C(=O)O)N2C(CC2)C 4-fluoro-6-(2-methylazetidin-1-yl)benzofuran-2-carboxylic acid